C(CC#C)NC(CCC1(OC(OCC1(C)C)(C)C)C(=O)N)=O (3-(but-3-yn-1-ylamino)-3-oxopropyl)-2,2,5,5-tetramethyl-1,3-dioxane-4-carboxamide